COC1=CC=C(C=C1)C1C(CN(C(C1)C)C(=O)OC(C)(C)C)C(=O)OC (+/-)-1-tert-Butyl cis,cis-3-Methyl 4-(4-Methoxyphenyl)-6-methylpiperidine-1,3-dicarboxylate